C1(CC1)C(=O)N1CCN(CCC1C#C[Si](C)(C)C)C1=CC=CC=C1 cyclopropyl(4-phenyl-7-((trimethylsilyl)ethynyl)-1,4-diazepan-1-yl)methanone